C(C#CC)C=1N=C2N(N(C(C=C2N2[C@H](CN([C@@H](C2)CC)C(C)C2=C(C3=C(N=CS3)C=C2)F)CC)=O)C)C1 2-(but-2-yn-1-yl)-8-((2S,5R)-2,5-diethyl-4-(1-(7-fluorobenzo[d]thiazol-6-yl)ethyl)piperazin-1-yl)-5-methylimidazo[1,2-b]pyridazin-6(5H)-one